5-(6-((1R,5S,6r)-6-(aminomethyl)-6-((R)-4-methyl-2,3-dihydrothiazol-2-yl)-3-azabicyclo[3.1.0]hexan-3-yl)-1H-pyrazolo[3,4-b]pyrazin-3-yl)-1-methylindolin-2-one NCC1([C@H]2CN(C[C@@H]12)C1=CN=C2C(=N1)NN=C2C=2C=C1CC(N(C1=CC2)C)=O)[C@H]2SC=C(N2)C